NC=1NC2=NC=C(N=C2C(N1)=O)CNC1=CC=C(C(=O)NC(C(=O)O)CCC(=O)O)C=C1 2-[(4-[(2-amino-4-oxo-1H-pteridin-6-yl)methylamino]benzoyl)amino]pentanedioic acid